CC1=C2C=C(NC2=CC=C1CN1CCC2(CN(C2)C2=NC=NC3=CC=C(C=C23)CC(F)(F)F)CC1)C#N 4-methyl-5-[[2-[6-(2,2,2-trifluoroethyl)quinazolin-4-yl]-2,7-diazaspiro[3.5]nonan-7-yl]methyl]indole-2-carbonitrile